(E)-4-(4-fluorostyryl)phenol FC1=CC=C(/C=C/C2=CC=C(C=C2)O)C=C1